S1C(=CC=C1)CN 2-thiophenmethanamine